(6-(2,2,2-trifluoroethoxy)pyridin-2-yl)methanamine FC(COC1=CC=CC(=N1)CN)(F)F